1,4-hexanediol tert-butyl-(2S,5R)-2-[2-[2-(dimethylamino)ethyl]indazol-5-yl]-5-methyl-piperidine-1-carboxylate C(C)(C)(C)[C@]1(N(C[C@@H](CC1)C)C(=O)O)C1=CC2=CN(N=C2C=C1)CCN(C)C.C(CCC(CC)O)O